[Si](C)(C)(C(C)(C)C)OC1CCC(CC1)CO ((1r,4r)-4-((tert-butyldimethylsilyl)oxy)cyclohexyl)methanol